ClC1=C(C(=CC=C1)Cl)N1N=C(C(=N1)C(=O)N)NC=1C=NN(C1)CC(=O)N1CCS(CC1)(=O)=O 2-(2,6-dichlorophenyl)-5-((1-(2-(1,1-dioxidothiomorpholino)-2-oxoethyl)-1H-pyrazol-4-yl)amino)-2H-1,2,3-triazole-4-carboxamide